IC=1C=C(C=CC1)C=1C(=NN2C1N=C(C=C2N2CCN(CC2)CCO)C2=CC=CC=C2)C 2-(4-(3-(3-Iodophenyl)-2-methyl-5-phenylpyrazolo[1,5-a]pyrimidin-7-yl)piperazin-1-yl)ethanol